(3'-(4,6-diphenylpyridin-2-yl)-[1,1'-biphenyl]-4-yl)boric acid C1(=CC=CC=C1)C1=CC(=NC(=C1)C1=CC=CC=C1)C=1C=C(C=CC1)C1=CC=C(C=C1)OB(O)O